(S)-((((1-(bicyclo[1.1.1]pentan-1-yl)-1H-1,2,3-triazol-4-yl)(6-fluoro-2-methylpyridin-3-yl)methyl)(3,8-dicyano-4-(neopentylamino)quinolin-6-yl)carbamoyl)oxy)methyl acetate C(C)(=O)OCOC(N(C=1C=C2C(=C(C=NC2=C(C1)C#N)C#N)NCC(C)(C)C)[C@@H](C=1C(=NC(=CC1)F)C)C=1N=NN(C1)C12CC(C1)C2)=O